7-(2,4-Dimethoxybenzyl)-2-(4-(dimethylamino)cyclohexyl)-4-fluoro-2,9-dimethyl-2,3,6,7-tetrahydrofurano[3,2-g]isoquinolin-8(5H)-one COC1=C(CN2C(C3=C(C4=C(C(=C3CC2)F)CC(O4)(C)C4CCC(CC4)N(C)C)C)=O)C=CC(=C1)OC